3-[[1-(1,3-benzothiazol-2-yl)-2-(3-cyanophenyl)ethyl]sulfamoyl]-N-(2-methoxyethyl)-N-methyl-benzamide S1C(=NC2=C1C=CC=C2)C(CC2=CC(=CC=C2)C#N)NS(=O)(=O)C=2C=C(C(=O)N(C)CCOC)C=CC2